C(C)OC1=CC=C(C=C1)NC1N(C(=NC(=N1)N)N1CCOCC1)C1=CC(=CC=C1)OC N-(4-Ethoxyphenyl)-N1-(3-methoxyphenyl)-6-morpholin-4-yl-[1,3,5]triazine-2,4-diamine